3-cyano-3-(1-hydroxy-3-methylbutyl)piperidine-1-carboxylic acid tert-butyl ester C(C)(C)(C)OC(=O)N1CC(CCC1)(C(CC(C)C)O)C#N